3-benzyl-1-(5-(1-methyl-1H-pyrazol-4-yl)pyridin-2-yl)-1-(trans-4-((4-(oxetan-3-ylamino)-5-(trifluoromethyl)-pyrimidin-2-yl)amino)-cyclohexyl)urea C(C1=CC=CC=C1)NC(N([C@@H]1CC[C@H](CC1)NC1=NC=C(C(=N1)NC1COC1)C(F)(F)F)C1=NC=C(C=C1)C=1C=NN(C1)C)=O